(3S,5R)-N-[4-(3-Cyanophenyl)-5-(2,6-dimethyl-4-pyridyl)thiazol-2-yl]-3,5-dimethyl-piperazine-1-carboxamide C(#N)C=1C=C(C=CC1)C=1N=C(SC1C1=CC(=NC(=C1)C)C)NC(=O)N1C[C@@H](N[C@@H](C1)C)C